C(C)(C)(C)N(OC(C)C1=CC=C(C=C1)CCl)C(C(C)C)C1=CC=CC=C1 N-(tert-butyl)-O-(1-(4-(chloromethyl)phenyl)ethyl)-N-(2-methyl-1-phenylpropyl)hydroxylamine